C(C)(C)(C)OC(=O)N[C@@H](C(=O)N[C@@H](C(=O)OC)CC1=CC=CC=C1)CC1=CC=CC=C1 (2R)-methyl 2-[[(2R)-2-(tert-butoxycarbonylamino)-3-phenyl-propionyl] amino]-3-phenyl-propionate